C(#N)C1CN(C1)S(=O)(=O)N1C[C@H](CCC1)C(=O)N1[C@H](CCC1)C(=O)NCC1=CC=C(C=C1)F 1-(((3S)-1-((3-cyano-1-azetidinyl)sulfonyl)-3-piperidinyl)carbonyl)-N-(4-fluorobenzyl)-D-prolinamide